5-fluoro-3-(3-fluorophenyl)-1-methyl-1H-indazole-6-carboxylic acid FC=1C=C2C(=NN(C2=CC1C(=O)O)C)C1=CC(=CC=C1)F